C(CCC)N1C2=CC=CC=C2SC=2C=C(C=CC12)C=C1CC2=CC=CC=C2C1 2-((10-butyl-10H-phenothiazine-3-yl)methylene)-1H-indene